(1R,3R,5R)-N-((R)-(4-chloro-2,5-difluorophenyl)(3-oxetanyl)methyl)-2-(4-methyl-3-(methylsulfonyl)benzoyl)-2-azabicyclo[3.1.0]hexane-3-carboxamide ClC1=CC(=C(C=C1F)[C@H](NC(=O)[C@@H]1N([C@@H]2C[C@@H]2C1)C(C1=CC(=C(C=C1)C)S(=O)(=O)C)=O)C1COC1)F